(4-(8-fluoro-7-(8-fluoronaphthalen-1-yl)-2-((hexahydro-1H-pyrrolizin-7a-yl)methoxy)pyrido[4,3-d]pyrimidin-4-yl)-1,4-oxaazepan-6-yl)methanol FC1=C(N=CC2=C1N=C(N=C2N2CCOCC(C2)CO)OCC21CCCN1CCC2)C2=CC=CC1=CC=CC(=C21)F